2,1,3-benzooxadiazole-5-carbaldehyde N=1ON=C2C1C=CC(=C2)C=O